P(=O)(OC1=CC=C(C=C1)F)(OC)OC 4-fluorophenyl dimethyl phosphate